FC(S(=O)(=O)ONC(=O)C1C2C=CC(C1C(=O)N)C2)(F)F N-(trifluoromethanesulfonyl-oxy)-5-norbornene-2,3-dicarboxamide